N-ethyl-2-(4-tolyl)-3-(4-tolylazo)indole C(C)N1C(=C(C2=CC=CC=C12)N=NC1=CC=C(C=C1)C)C1=CC=C(C=C1)C